C1=CC=C(C=2SC3=C(C21)C=CC=C3)C=3C=C(C=CC3)C3=CC=C(C=C3)C3=CC=CC=2C=CC1=C(C=4C(=NC=CN4)O1)C32 (3'-(dibenzothiophen-4-yl)biphenyl-4-yl)naphtho[1',2':4,5]furo[2,3-b]pyrazine